4-ethoxy-1-(tetrahydro-2H-pyran-4-yl)-6-(thiophen-2-yl)-1H-pyrazolo[4,3-c]pyridine C(C)OC1=NC(=CC2=C1C=NN2C2CCOCC2)C=2SC=CC2